BrC=1C(=C2C(=NC1)NCC21CC2OC2C1)Cl 5'-bromo-4'-chloro-1',2'-dihydro-6-oxaspiro[bicyclo[3.1.0]hexane-3,3'-pyrrolo[2,3-b]pyridine]